(R)-5-(2-fluoro-4-(trifluoromethyl)phenyl)-4-methyl-N-((4-methylmorpholin-2-yl)methyl)pyrimidin-2-amine (bis-fumarate) C(\C=C\C(=O)O)(=O)O.C(\C=C\C(=O)O)(=O)O.FC1=C(C=CC(=C1)C(F)(F)F)C=1C(=NC(=NC1)NC[C@@H]1CN(CCO1)C)C